N-(3-(2-((4-(4-(6-((1,3-dioxo-2-(2-oxopiperidin-3-yl)isoindolin-4-yl)oxy)hexyl)piperazin-1-yl)-2-methoxyphenyl)amino)pyrrolo[2,1-f][1,2,4]triazin-7-yl)phenyl)methanesulfonamide O=C1N(C(C2=C(C=CC=C12)OCCCCCCN1CCN(CC1)C1=CC(=C(C=C1)NC1=NN2C(C=N1)=CC=C2C=2C=C(C=CC2)NS(=O)(=O)C)OC)=O)C2C(NCCC2)=O